pyridinium (N-hexadecyl-pyridinium) C(CCCCCCCCCCCCCCC)[N+]1=CC=CC=C1.[NH+]1=CC=CC=C1